OCC(CCCNC(=O)C1C(=NN(C1C1=CC(=CC=C1)F)C1=CC=CC=C1)C1=CC=C(C=C1)F)(C)C 3-(4-fluoro-phenyl)-5-(3-fluoro-phenyl)-1-phenyl-4,5-dihydro-1H-pyrazole-4-carboxylic acid (5-hydroxy-4,4-dimethyl-pentyl)-amide